3-(didodecylamino)-N1,N1,4-tris(dodecyl)-1-piperazineethylamine C(CCCCCCCCCCC)N(C1CN(CCN1CCCCCCCCCCCC)CCN(CCCCCCCCCCCC)CCCCCCCCCCCC)CCCCCCCCCCCC